(R)-2-(6-cyano-1-(2-(2-methoxyphenyl)-2-((tetrahydro-2H-pyran-4-yl)oxy)ethyl)-5-methyl-2,4-dioxo-1,2-dihydrothieno[2,3-d]pyrimidin-3(4H)-yl)-N-methoxy-2-methylpropanamide C(#N)C1=C(C2=C(N(C(N(C2=O)C(C(=O)NOC)(C)C)=O)C[C@H](OC2CCOCC2)C2=C(C=CC=C2)OC)S1)C